(1S,3S)-3-chloro-4-oxocyclohexane-1-carboxylate Cl[C@H]1C[C@H](CCC1=O)C(=O)[O-]